FC=1C=C(C#N)C=C(C1)OC1=C(C2=C(C(N(S2(=O)=O)CC2CC2)=O)C=C1)C 3-fluoro-5-((2-(cyclopropylmethyl)-7-methyl-1,1-dioxido-3-oxo-2,3-dihydrobenzo[d]isothiazol-6-yl)oxy)benzonitrile